C(C)(C)(C)OC(=O)N(C(OC(C)(C)C)=O)C1=NC=CC2=CC(=CC=C12)[N+](=O)[O-] tert-Butyl N-(tert-butoxycarbonyl)-N-(6-nitroisoquinolin-1-yl)carbamate